FC=1C=C2C(=C(NC2=C(C1)F)C1=CC=C(C=C1)F)CC(C(=O)N[C@H](C(F)(F)F)CO)C 3-[5,7-difluoro-2-(4-fluorophenyl)-1H-indol-3-yl]-2-methyl-N-[(1S)-2,2,2-trifluoro-1-(hydroxymethyl)ethyl]propanamide